7-{2,4-Bis[(2,2-difluoroethyl)oxy]pyrimidin-5-yl}-4-chloro-N-(3,4,5,6-tetrahydro-2H-pyran-2-yloxy)quinoline-3-carboxamide 2-oxoquinazoline-5-carboxylate O=C1NC=2C=CC=C(C2C=N1)C(=O)O.FC(COC1=NC=C(C(=N1)OCC(F)F)C1=CC=C2C(=C(C=NC2=C1)C(=O)NOC1OCCCC1)Cl)F